[Ni+2].[N+](=O)([O-])[O-].[Ni+2].[N+](=O)([O-])[O-].[N+](=O)([O-])[O-].[N+](=O)([O-])[O-] nickel nitrate nickel salt